CN(C1CC2=C(N(N=C2CC1)C1=NC=CC=C1)O)C1CCCC=2C=CC=NC12 5-[Methyl(5,6,7,8-tetrahydroquinolin-8-yl)amino]-2-(pyridin-2-yl)-4,5,6,7-tetrahydro-2H-indazol-3-ol